COC(C(F)(F)F)(C(F)(F)F)C=1C=C(C=C(C1)C(F)(F)F)[B-](C1=CC(=CC(=C1)C(F)(F)F)C(C(F)(F)F)(OC)C(F)(F)F)(C1=CC(=CC(=C1)C(F)(F)F)C(C(F)(F)F)(OC)C(F)(F)F)C1=CC(=CC(=C1)C(F)(F)F)C(C(F)(F)F)(OC)C(F)(F)F.[Ag+] silver tetrakis[3-[1-methoxy-2,2,2-trifluoro-1-(trifluoromethyl)ethyl]-5-(trifluoromethyl)phenyl]borate